(2Z,4E)-5-[(1S,4R,6R)-4-hydroxy-2,2,6-trimethyl-7-oxabicyclo[4.1.0]hept-1-yl]-3-methyl-2,4-pentadienoic acid O[C@@H]1CC([C@@]2(O[C@@]2(C1)C)/C=C/C(=C\C(=O)O)/C)(C)C